CN1CCN(CC1)C1=CC=C(C=C1)C=1C=C2C(=NC1)NN=C2C2=CC=C(C=C2)C2=CC=NC=C2 5-(4-(4-Methylpiperazin-1-yl)phenyl)-3-(4-(pyridin-4-yl)phenyl)-1H-pyrazolo[3,4-b]pyridine